(Z)-N'-(4-(tert-butyl)-1H-pyrazol-5-yl)-5-fluoronicotinamidine C(C)(C)(C)C=1C=NNC1\N=C(\C1=CN=CC(=C1)F)/N